3-((3-fluoro-4-(1-(2-(piperidin-4-yl)ethyl)piperidin-4-yl)phenyl)amino)piperidine-2,6-dione FC=1C=C(C=CC1C1CCN(CC1)CCC1CCNCC1)NC1C(NC(CC1)=O)=O